6-(1-(1-((1R,3S)-3-aminocyclopentane-1-carbonyl)piperidin-4-yl)-1H-pyrazol-4-yl)-4-methoxypyrazolo[1,5-a]pyridine-3-carbonitrile N[C@@H]1C[C@@H](CC1)C(=O)N1CCC(CC1)N1N=CC(=C1)C=1C=C(C=2N(C1)N=CC2C#N)OC